1-butyl-3-methyl-imidazole acetic acid salt C(C)(=O)O.C(CCC)N1CN(C=C1)C